BrC1=NC(=C(C(=C1OC)Br)F)Cl 2,4-dibromo-6-chloro-5-fluoro-3-methoxypyridine